1-(8-Amino-7-fluoro-6-(8-methyl-2,3-dihydro-1H-pyrido[2,3-b][1,4]oxazin-7-yl)isoquinolin-3-yl)-3-(2-cyanocyclobutyl)urea NC=1C(=C(C=C2C=C(N=CC12)NC(=O)NC1C(CC1)C#N)C1=C(C2=C(OCCN2)N=C1)C)F